(6R)-17-amino-13,13-difluoro-6-hydroxy-6,15-bis(trifluoromethyl)-19-oxa-3,4,18-triazatricyclo[12.3.1.12,5]nonadeca-1(18),2,4,14,16-pentaen-10-one NC1=CC(=C2C(CCC(CCC[C@@](C3=NN=C(C1=N2)O3)(C(F)(F)F)O)=O)(F)F)C(F)(F)F